4-methoxyphenylfuran-2(5H)-one COC1=CC=C(C=C1)C=1C(OCC1)=O